S(=O)(=O)([O-])[O-].[Ca+2].[Cu+2].S(=O)(=O)([O-])[O-] Copper-calcium sulphate